3,4-dihydro-5-[4-(piperidinyl)butoxy]-1(2H)-isoquinolinone N1(CCCCC1)CCCCOC1=C2CCNC(C2=CC=C1)=O